C1(CCC1)C1=CC=C2C=C(C(=NC2=C1C(=O)O)OC)C(=O)OCC 7-Cyclobutyl-3-(ethoxycarbonyl)-2-methoxyquinoline-8-carboxylic acid